tri(perfluoronaphthyl)boron FC1=C(C2=C(C(=C(C(=C2C(=C1F)F)F)F)F)F)B(C1=C(C(=C(C2=C(C(=C(C(=C12)F)F)F)F)F)F)F)C1=C(C(=C(C2=C(C(=C(C(=C12)F)F)F)F)F)F)F